N1,N3-bis(dibenzo[b,d]thiophen-1-yl)-N1,N5,N5-triphenylbenzene-1,3,5-triamine C1(=CC=CC=2SC3=C(C21)C=CC=C3)N(C3=CC(=CC(=C3)N(C3=CC=CC=C3)C3=CC=CC=C3)NC3=CC=CC=2SC1=C(C23)C=CC=C1)C1=CC=CC=C1